ClC1=C(C=C(C=C1)C1=CC(=NO1)C1=C(C(=NN1C)OS(=O)(=O)C(C(C(C(F)(F)F)(F)F)(F)F)(F)F)C(F)(F)F)C(N(CC)C1(CC1)C#N)=O [5-[5-[4-chloro-3-[(1-cyanocyclopropyl)-ethyl-carbamoyl]phenyl]isoxazol-3-yl]-1-methyl-4-(trifluoromethyl)pyrazol-3-yl]1,1,2,2,3,3,4,4,4-nonafluorobutane-1-sulfonate